FC1(CNCC1)CO\N=C\C1=C(C=NC(=C1O)C)COP(O)(O)=O ({4-[(E)-{[(3-fluoropyrrolidin-3-yl)methoxy]imino}methyl]-5-hydroxy-6-methylpyridin-3-yl}methoxy)phosphonic acid